BrC1=CC=C2C(=NN(C2=C1)C)N1C(N(C(CC1)=O)CC1=CC=C(C=C1)OC)=O 1-(6-bromo-1-methyl-indazol-3-yl)-3-[(4-methoxyphenyl)methyl]hexahydropyrimidine-2,4-dione